ClC=1C=C(C=CC1Cl)NC(=O)N1C(CCC1=O)C=1OC(=NN1)C N-(3,4-dichlorophenyl)-2-(5-methyl-1,3,4-oxadiazol-2-yl)-5-oxo-1-pyrrolidinecarboxamide